trans-N,N,N'-trimethyl-1,2-cyclohexanediamine CN([C@H]1[C@@H](CCCC1)NC)C